2,6-dichlorophenoxy(2,3,4-trimethylcyclopentadiene) titanium dichloride [Cl-].[Cl-].[Ti+2].ClC1=C(OC2=C(C(=C(C2)C)C)C)C(=CC=C1)Cl